ClC=1C=C2C=C(NC2=CC1C1=NC=C(C=C1)C1CC1)CNC(C)=O N-{[5-chloro-6-(5-cyclopropyl-2-pyridyl)-2-indolyl]methyl}acetamide